C1(=CC=CC2=CC=CC=C12)C=1OC=2N=C3N(C(C2N1)=O)CCCC3 2-(naphthalene-1-yl)-5,6,7,8-tetrahydro-10H-oxazolo[5,4-D]pyrido[1,2-a]pyrimidine-10-one